C1[C@H]([C@H]([C@@H](C2(O1)CN[C@H](C(=O)O2)CCC(=O)N)O)O)O The molecule is a spiroketal and delta-lactone resulting from the formal condensation of the carboxy group of L-glutamine with the anomeric hydroxy group of D-fructose and substitution of the 1-hydroxy group of the fructose by the alpha-amino group of the glutamine. It is found in crown gall tumours induced in chrysanthemums by Agrobacterium tumefaciens. It has a role as a plant metabolite. It is a spiroketal, a carboxamide, a delta-lactone, a triol, a secondary amino compound and an amino acid opine. It derives from a L-glutamine and a D-fructopyranose.